N-[2-(3-methylphenyl)ethyl]-2-[1-[(4-methylphenyl)methyl]-5-oxopyrrolidin-2-yl]acetamid CC=1C=C(C=CC1)CCNC(CC1N(C(CC1)=O)CC1=CC=C(C=C1)C)=O